ClC=1C=CC=C(C1)CO 3-chloro-5-(hydroxymethyl)benzene